C(C)(C)(C)N1C(=C(C2=C(C(=C(C(=C12)C(=O)N)F)F)Br)C)C Tert-butyl-4-bromo-5,6-difluoro-2,3-dimethyl-1H-indole-7-carboxamide